C(C)(C)(C)OC(=O)N[C@@H](C(=O)OC)CC methyl (2R)-2-(tert-butoxycarbonylamino)butanoate